4-amino-6-(m-tolyl)-9H-pyrimido[4,5-b]indol NC1=NC=NC=2NC3=CC=C(C=C3C21)C=2C=C(C=CC2)C